5-amino-N-(4-fluoro-3-(trifluoromethyl)phenyl)-2-methylbenzo[d]thiazole-6-carboxamide NC=1C(=CC2=C(N=C(S2)C)C1)C(=O)NC1=CC(=C(C=C1)F)C(F)(F)F